(6aR)-8-acryloyl-4-chloro-3-(2-fluoro-6-hydroxyphenyl)-1-((S)-2-methyl-4-propionylpiperazin-1-yl)-6,6a,7,8,9,10-hexahydro-12H-pyrazino[2,1-c]pyrido[3,4-f][1,4]oxazepin-12-one C(C=C)(=O)N1C[C@@H]2COC3=C(C(N2CC1)=O)C(=NC(=C3Cl)C3=C(C=CC=C3O)F)N3[C@H](CN(CC3)C(CC)=O)C